(R)-4-(6-(1-ethoxyvinyl)-5-(1-ethyl-1H-pyrazol-5-yl)pyridazin-3-yl)-3-methylmorpholine C(C)OC(=C)C1=C(C=C(N=N1)N1[C@@H](COCC1)C)C1=CC=NN1CC